(2-(3H-imidazo[4,5-c]pyridin-2-yl)phenyl)methanol N1=C(NC=2C=NC=CC21)C2=C(C=CC=C2)CO